O[C@@H]1CC[C@@H]([C@H](/C=C/[C@@H]([C@H](C(C(C1)=O)=O)/C(=C/C1=CC=C2C=NNC2=C1)/C)C)OC(=O)N1CCN(CC1)C)C 4-methylpiperazine-1-carboxylic acid [(2s,3s,4E,6r,7s,10r)-10-hydroxy-2-[(E)-1-(1H-indazol-6-yl) prop-1-en-2-yl]-3,7-dimethyl-12-oxo-1-oxocyclododec-4-en-6-yl] ester